N1(OCCCC2=C1C=CC=C2)[C@@H]2NCCC2 (S)-2-((R)-1,3,4,5-tetrahydrobenzo[c]oxazepin-1-yl)pyrrolidine